(R)-N-tert-butyl-5-(2-(2,5-difluorophenyl)pyrrolidin-1-yl)pyrazolo[1,5-a]pyrimidine-3-carboxamide C(C)(C)(C)NC(=O)C=1C=NN2C1N=C(C=C2)N2[C@H](CCC2)C2=C(C=CC(=C2)F)F